ClC1=CC=C(C(=N1)C(=O)O)NC(C)C1=C2N=C(C(=NC2=CC(=C1)C)C#N)N1CC(CC1)OC 6-chloro-3-((1-(2-cyano-3-(3-methoxypyrrolidin-1-yl)-7-methylquinoxalin-5-yl)ethyl)amino)picolinic acid